C1(CC1)C1=NC=NC(=C1C=1C2=C(N(N1)C)CC1CCC2N1C(=O)OC(C)(C)C)OC tert-butyl 3-(4-cyclopropyl-6-methoxypyrimidin-5-yl)-1-methyl-1,4,5,6,7,8-hexahydro-4,7-epiminocyclohepta[c]pyrazole-9-carboxylate